NC=1C=CC(=NC1)C1N(CC(CC1)C)C(C(=O)NC=1C=C(C=NC1)C(=O)N)=O 5-[[2-[2-(5-amino-2-pyridyl)-5-methyl-1-piperidyl]-2-oxo-acetyl]amino]pyridine-3-carboxamide